FC(C)SC=1SC2=C(N1)C=CC=C2 2-((1-fluoroethyl)thio)benzo[d]thiazole